CC1=NC=C(C=N1)NC=1C=C(C(=NC1)C=1N=NC(=CC1)N1C[C@H](NCC1)C(C)C)O 5-[(2-methylpyrimidin-5-yl)amino]-2-{6-[(3R)-3-(propan-2-yl)piperazin-1-yl]pyridazin-3-yl}pyridin-3-ol